FC1=CC=C(C=C1)[C@@H]1[C@H](O1)C(=O)OC (2S,3R)-methyl 3-(4-fluorophenyl)oxirane-2-carboxylate